2-(2-pyridyl)phenol lithium [Li].N1=C(C=CC=C1)C1=C(C=CC=C1)O